3-(7-bromoimidazo[4,5-c]pyridin-1-yl)-N-methyl-propan-1-amine BrC=1C2=C(C=NC1)N=CN2CCCNC